thioisovaleric acid C(CC(C)C)(=S)O